C[C@H]1N(CCOC1)C=1C=C2C3=C(C(=NN3CCN(C2)S(=O)(=O)C)C2=NNC=C2)N1 (R)-3-methyl-4-(7-(methylsulfonyl)-2-(1H-pyrazol-3-yl)-6,7,8,9-tetrahydro-1,3,7,9a-tetraazabenzo[cd]azulen-4-yl)morpholine